2,4,6-trimercaptotriazine-ethanedithiol SN1NC(=CC(N1)(CC(S)S)S)S